C(C=C)(=O)N1C[C@@H](CC1)N1C(N(C=2C=NC=CC21)C2=CC=C(C=C2)OC2=CC(=C(C=C2)OC)OC)=O (R)-1-(1-acryloylpyrrolidin-3-yl)-3-(4-(3,4-dimethoxyphenoxy)phenyl)-1H-imidazo[4,5-c]pyridin-2(3H)-one